N1(N=NN=C1)C[C@H](C)OC=1C=C(C=CC1Cl)C=1C=NC(=NC1)NC=1C(=NN(C1)C1CCC(CC1)N1C[C@@H](O[C@@H](C1)C)C)OCC1COC1 5-(3-(((S)-1-(1H-tetrazol-1-yl)propan-2-yl)oxy)-4-chlorophenyl)-N-(1-((1r,4r)-4-((2S,6R)-2,6-dimethylmorpholino)cyclohexyl)-3-(oxetan-3-ylmethoxy)-1H-pyrazol-4-yl)pyrimidin-2-amine